O=C1N(C(CC1)=O)OC(=O)C=1C=C(C=CC1)C1=CC=CC=C1 biphenyl-3-carboxylic acid (2,5-dioxo-1-pyrrolidinyl) ester